CN1N=C(N=C1C(=O)N1[C@@H](C2=C(CC1)NC=N2)C=2OC1=C(N2)C=CC=C1C)C (S)-(1,3-dimethyl-1H-1,2,4-triazol-5-yl)(4-(7-methylbenzo[d]oxazol-2-yl)-6,7-dihydro-1H-imidazo[4,5-c]pyridin-5(4H)-yl)methanone